O[C@@H]1CC2=CC[C@H]3[C@@H]4CCC([C@@]4(C)CC[C@@H]3[C@]2(CC1)C)=O 3β-hydroxyandrost-5-en-17-one